(S)-3-(1-(4'-(methoxycarbonyl)-[1,1'-biphenyl]-4-yl)-2-oxo-6-(trifluoromethyl)-1,2-dihydro-3H-imidazo[4,5-b]pyridin-3-yl)pyrrolidine-1-carboxylic acid tert-butyl ester C(C)(C)(C)OC(=O)N1C[C@H](CC1)N1C(N(C=2C1=NC=C(C2)C(F)(F)F)C2=CC=C(C=C2)C2=CC=C(C=C2)C(=O)OC)=O